(±)-N-(3-bromo-4-chlorophenyl)-6,7,8,9-tetrahydro-5H-5,8-epiminocyclohepta[d]pyrimidine-10-carboxamide BrC=1C=C(C=CC1Cl)NC(=O)N1C2CCC1CC=1N=CN=CC12